N-(4-Fluorophenyl)-2-[1-(5-methyl-1,2-oxazol-3-carbonyl)-1,2,3,4-tetrahydrochinolin-6-yl]propanamid FC1=CC=C(C=C1)NC(C(C)C=1C=C2CCCN(C2=CC1)C(=O)C1=NOC(=C1)C)=O